CC1([C@H](C1)C(=O)N1CC2(C1)CN(C[C@H]2COCC2=CC(=CC=C2)C2CCOCC2)C(=O)C2=CN=CS2)C ((S)-2-((s)-2,2-dimethylcyclopropane-1-carbonyl)-8-(((3-(tetrahydro-2H-pyran-4-yl)benzyl)oxy)methyl)-2,6-diazaspiro[3.4]octan-6-yl)(thiazol-5-yl)methanone